CC=1C=CC2=C(N=C(O2)NC(=O)C2(CCC2)NC(OCC2=CC=CC=C2)=O)C1 benzyl (1-((5-methylbenzo[d]oxazol-2-yl)carbamoyl)cyclobutyl)carbamate